(R)-4-(tert-butoxycarbonyl)-1,4-oxazepane-3-carboxylic acid C(C)(C)(C)OC(=O)N1[C@H](COCCC1)C(=O)O